C1(=CC=CC=C1)C#CC1=C(C(=O)C2=CC=CC=C2)C=CC=C1 (2-phenylethynyl)-benzophenone